5-[2-(2-{2'-methoxy-[1,1'-biphenyl]-3-sulfonamido}phenyl)ethynyl]pyridine-2-carboxylic acid COC1=C(C=CC=C1)C1=CC(=CC=C1)S(=O)(=O)NC1=C(C=CC=C1)C#CC=1C=CC(=NC1)C(=O)O